C(C)CC=CC ethyl-2-butene